carbamic acid rac-tert-butyl ester C(C)(C)(C)OC(N)=O